N1(C=NC=C1)C1=CC=C(N=N1)OC1C(N2CCC1CC2)CC=2C=NC=CC2 3-(6-imidazol-1-yl-pyridazin-3-yl)oxy-2-(3-pyridylmethyl)quinuclidine